Cl.O[C@@](C([N+](C)(C)C)([2H])[2H])(CC([O-])=O)[2H] L-carnitine-d3 HCl